N-(3-chlorophenyl)-3-[3-(thiophen-2-yl)-1,2,4-oxadiazol-5-yl]-morpholine-4-carboxamide ClC=1C=C(C=CC1)NC(=O)N1C(COCC1)C1=NC(=NO1)C=1SC=CC1